ClC=1C=C(C=CC1F)C1=CN(C=2N=CN(C(C21)=O)CC(N2CCCC2)=O)CCOC 5-(3-chloro-4-fluorophenyl)-7-(2-methoxyethyl)-3-(2-oxo-2-(pyrrolidin-1-yl)ethyl)-3H-pyrrolo[2,3-d]pyrimidin-4(7H)-one